ClC1=C(C(=C(C=C1OC)OC)Cl)C=1NC(C=2C=C(N=CC2C1)NC1=C(C=CC=C1C)NC(C=C)=O)=O N-(2-((7-(2,6-dichloro-3,5-dimethoxyphenyl)-5-oxo-5,6-dihydro-2,6-naphthyridin-3-yl)amino)-3-methylphenyl)acrylamide